(S)-1-(4,4-difluorocyclohexyl)-3-(isoquinolin-4-yl)-2-oxoimidazoline-4-carbonitrile FC1(CCC(CC1)N1C(N([C@@H](C1)C#N)C1=CN=CC2=CC=CC=C12)=O)F